CN(C=1C=C(C=CC1)N1C(N(C2=C1C=CC(=C2)C(=O)NC2(CCS(CC2)(=O)=O)C)C(C)C)=O)C 1-(3-(dimethylamino)phenyl)-3-isopropyl-N-(4-methyl-1,1-dioxidotetrahydro-2H-thiopyran-4-yl)-2-oxo-2,3-dihydro-1H-benzo[d]imidazole-5-carboxamide